FC=1C(=NC(=NC1)NC1=NC=C(C=C1)CN1C[C@@](OCC1)(CCNC)C)C=1C=C(C2=C(N(C(=N2)C)C(C)C)C1)F (S)-5-fluoro-4-(4-fluoro-1-isopropyl-2-methyl-1H-benzo[d]imidazol-6-yl)-N-(5-((2-methyl-2-(2-(methylamino)ethyl)morpholino)methyl)pyridin-2-yl)pyrimidin-2-amine